NC(CCN(CCCCCCN1C(C2=CC=CC=3C2=C(C1=O)C=CC3N(CC)CC)=O)CCC(CCC)N)CCC 2-(6-(bis(3-aminohexyl)amino)hexyl)-6-(diethylamino)-1H-benzo[de]isoquinoline-1,3(2H)-dione